4-cyclopropyl-3-(1-methyl-1H-benzo[d][1,2,3]triazol-4-yl)isothiazole-5-carboxylate C1(CC1)C=1C(=NSC1C(=O)[O-])C1=CC=CC=2N(N=NC21)C